2-fluoro-6-[(2-chlorobenzyl)amino]-9-(tetrahydrofuran-2-yl)-9H-purine FC1=NC(=C2N=CN(C2=N1)C1OCCC1)NCC1=C(C=CC=C1)Cl